N(C1=CC=CC=C1)S(=O)(=O)O Anilinesulphonic acid